C(C)OC(=O)C=1N=C(OC1C(F)(F)F)N1CC(N(C(C1)C)C(=O)[O-])C 4-[4-(ethoxycarbonyl)-5-(trifluoromethyl)-1,3-oxazol-2-yl]-2,6-dimethylpiperazine-1-carboxylate